N1(CCOCC1)C(=O)C12CC3(CC(CC(C1)C3)C2)NC(=O)C2=NC=CC=C2 Pyridine-2-carboxylic acid [3-(morpholine-4-carbonyl)-adamantan-1-yl]-amide